N-(2-hydroxyethyl)-caprolactam OCCN1C(CCCCC1)=O